(1r,4r)-1-Methyl-4-((5-(1-methyl-1H-benzo[d][1,2,3]triazol-6-yl)-4-(oxetan-3-yloxy)pyrrolo[2,1-f][1,2,4]triazin-2-yl)amino)cyclohexan-1-ol CC1(CCC(CC1)NC1=NN2C(C(=N1)OC1COC1)=C(C=C2)C=2C=CC1=C(N(N=N1)C)C2)O